ClC=1C=C(CN2N=CC=C2C2=C(C=CC(=C2)OC)C2=CC=C(C=C2)C(=O)O)C=C(C1)C(NC)=O 2'-(1-(3-chloro-5-(methylcarbamoyl)benzyl)-1H-pyrazol-5-yl)-4'-methoxy-[1,1'-biphenyl]-4-carboxylic acid